(S)-7-(5-(1-amino-6-(1H-imidazol-1-yl)-1,3-dihydrospiro[indene-2,4'-piperidin]-1'-yl)-6-(hydroxymethyl)-3-methylpyrazin-2-yl)isoindolin-1-one N[C@@H]1C2=CC(=CC=C2CC12CCN(CC2)C=2N=C(C(=NC2CO)C=2C=CC=C1CNC(C21)=O)C)N2C=NC=C2